6-methyl-1H-pyrrolo[3,2-b]pyridine-5-carboxylic acid methyl ester COC(=O)C1=C(C=C2C(=N1)C=CN2)C